2-(1,1-difluoroprop-1-en-2-yl)naphthalene FC(=C(C)C1=CC2=CC=CC=C2C=C1)F